OC1C(CC(C(C1(C)C(=O)O)O)(C)C(=O)O)(C)C(=O)O 2,4-dihydroxy-1,3,5-mesitylene-tricarboxylic acid